methyl-4-benzoylphenyl-methyl-4-benzoylphenyl-benzoylbenzophenone CC1=C(C(=C(C(=C1C(=O)C1=CC=CC=C1)C(C1=CC=CC=C1)=O)C1=CC=C(C=C1)C(C1=CC=CC=C1)=O)C)C1=CC=C(C=C1)C(C1=CC=CC=C1)=O